F[C@H]1[C@H](C1)C(=O)NC=1N=CC2=CC(=C3C(=C2C1)SC=N3)C=3C=NC(=CC3C)[C@H](CC)O (1R,2R)-2-fluoro-N-(4-(6-((S)-1-hydroxypropyl)-4-methylpyridin-3-yl)thiazolo[5,4-f]isoquinolin-8-yl)cyclopropane-1-carboxamide